trans-4-((3-(1-Isopropyl-1H-pyrazol-4-yl)phenyl)((trans-4-(4-methoxy-3-methylphenyl)cyclohexyl)methyl)carbamoyl)-1-methylcyclohexyl methylcarbamate CNC(OC1(CCC(CC1)C(N(C[C@@H]1CC[C@H](CC1)C1=CC(=C(C=C1)OC)C)C1=CC(=CC=C1)C=1C=NN(C1)C(C)C)=O)C)=O